4-(1-(5-Fluoropicolinoyl) pyrrolidin-3-yl)-3-formylphenyl trifluoromethanesulfonate FC(S(=O)(=O)OC1=CC(=C(C=C1)C1CN(CC1)C(C1=NC=C(C=C1)F)=O)C=O)(F)F